ClC=1C=CC(=C(C1)S(=O)(=O)NC1=C(C(=C(C=C1)F)I)F)C(F)(F)F 5-chloro-N-(2,4-difluoro-3-iodophenyl)-2-(trifluoromethyl)benzenesulfonamide